6-tertiary-butyl-3-cresol C(C)(C)(C)C=1C=CC(=CC1O)C